OC(C1=CN=C(S1)NC(C)=O)([2H])[2H] N-(5-(hydroxymethyl-d2)thiazol-2-yl)acetamide